(R)-5-amino-N-(1-(4-bromo-2-fluorophenyl)ethyl)-N-ethyl-6,8-dihydro-1H-furo[3,4-d]pyrrolo[3,2-b]pyridine-2-carboxamide NC1=C2C(=C3C(=N1)C=C(N3)C(=O)N(CC)[C@H](C)C3=C(C=C(C=C3)Br)F)COC2